COC(\C=C\C1=CC(OC)=C(O)C=C1)=O O-Methylferulic acid